C(CCCCCCCCCCCCCC)OCC(OCCCCCCCCCCCCCCC)COP(=O)(O)OCC(O)CO 1,2-dipentadecylglycero-3-phospho-glycerol